COC[C@@H](C(OCCC)=O)NP(=O)(OC1=CC=CC=C1)CC1=CC2=C(SC(=C2)C(=O)O)C=C1 5-(((((S)-3-methoxy-1-oxo-1-propoxypropan-2-yl)amino)(phenoxy)phosphoryl)methyl)benzo[b]thiophene-2-carboxylic acid